tert-butyl (1R,4R,5S)-5-((3-amino-7-(3-chloro-2-methylphenyl)-6-(2-cyanoethyl)-8-fluoro-2-methylquinolin-4-yl) (tert-butoxycarbonyl) amino)-2-azabicyclo[2.1.1]hexane-2-carboxylate NC=1C(=NC2=C(C(=C(C=C2C1N([C@H]1[C@H]2CN([C@@H]1C2)C(=O)OC(C)(C)C)C(=O)OC(C)(C)C)CCC#N)C2=C(C(=CC=C2)Cl)C)F)C